1-cyclobutyl-4-(dimethoxymethyl)-2-fluorobenzene C1(CCC1)C1=C(C=C(C=C1)C(OC)OC)F